N(C1=CC=CC=C1)C(=O)NC(OC[C@@H](CC1=CC=CC=C1)N)=O (2R)-2-amino-3-phenylpropyl (anilinocarbonyl)carbamate